ClC1=C2CCN([C@@H](C2=C(C=C1)OCC1=CC2=C(N(N=N2)C)C=C1)CN1C(CCC1)=O)C(=O)C1CCCCC1 (1S,2R)-2-((S)-5-Chloro-8-((1-methyl-1H-benzo[d][1,2,3]triazol-5-yl)methoxy)-1-((2-oxopyrrolidin-1-yl)methyl)-1,2,3,4-tetrahydroisochinolin-2-carbonyl)cyclohexan